N-(3-(3-chlorophenoxy)phenyl)-4-(5-methyl-7H-pyrrolo[2,3-d]pyrimidin-4-yl)-3,6-dihydropyridine-1(2H)-carboxamide ClC=1C=C(OC=2C=C(C=CC2)NC(=O)N2CCC(=CC2)C=2C3=C(N=CN2)NC=C3C)C=CC1